3-chloro-5-{6-[(2H3)-1H-pyrazol-1-yl]pyrimidin-4-yl}benzonitrile ClC=1C=C(C#N)C=C(C1)C1=NC=NC(=C1)N1N=C(C(=C1[2H])[2H])[2H]